(S)-7-((4-(4-cyclopropylphenoxy)butanoyl)glycyl)-1,4-dioxa-7-azaspiro[4.4]nonane-8-carboxylic acid C1(CC1)C1=CC=C(OCCCC(=O)NCC(=O)N2CC3(OCCO3)C[C@H]2C(=O)O)C=C1